C(CCCCC)C(C(=O)OCCCCCCN(CCOCCOCCOCCOCCNC(=O)C=1N=CNC1)CCCCCCOC(C(CCCCCCCC)CCCCCC)=O)CCCCCCCC 6-[6-(2-hexyldecanoyloxy)hexyl-[2-[2-[2-[2-[2-(1H-imidazole-4-carbonylamino)ethoxy]ethoxy]ethoxy]ethoxy]ethyl]amino]hexyl 2-hexyldecanoate